1-Methylcyclohexa-2,5-diene-1-carboxylic acid CC1(C=CCC=C1)C(=O)O